NC1=NN(C2=C1N=NC(=C2)C2=C(C=CC=C2)O)C2CCN(CC2)C2=NC=C(C=C2)N2CCNCC2 2-(3-amino-1-(1-(5-(piperazin-1-yl)pyridin-2-yl)piperidin-4-yl)-1H-pyrazolo[4,3-c]pyridazin-6-yl)phenol